FC=1C=C(C=C(C1)F)[C@@H]1CCN2N1C(C1(C2)CCN(CC1)C1=NC=CC(=C1)OCCC)=O (S)-7'-(3,5-difluorophenyl)-1-(4-propoxypyridin-2-yl)dihydro-1'H,3'H,5'H-spiro[piperidine-4,2'-pyrazolo[1,2-a]pyrazol]-1'-one